Trioxa-4-azadodecane-12-oic acid OOONCCCCCCCC(=O)O